NCC(CCC(=O)O)COC1=CC=CC=C1 5-amino-4-(phenoxymethyl)pentanoic acid